COC1=CC=C(C=C1)C=CC(C)=O 4-(4-methoxyphenyl)-3-butene-2-one